COC(C1=C(NC=2N(C1=O)N=C(C2N2CCCCC2)C2=CC=CC=C2)C)C2=CC=C(C=C2)OC 6-(Methoxy(4-methoxyphenyl)methyl)-5-methyl-2-phenyl-3-(piperidin-1-yl)pyrazolo[1,5-a]pyrimidin-7(4H)-one